NC=1C(=C(OC=2C(=C(N(C(C2C)=O)C)NC2=C(C=C(C=C2)I)F)C(=O)N(C)C2CC2)C=CC1)C (3-amino-2-methylphenoxy)-N-cyclopropyl-2-((2-fluoro-4-iodophenyl)amino)-N,1,5-trimethyl-6-oxo-1,6-dihydropyridine-3-carboxamide